tert-butyl-3-hydroxy-2-(4-(methoxycarbonyl)phenyl)azetidine-1-carboxylate C(C)(C)(C)OC(=O)N1C(C(C1)O)C1=CC=C(C=C1)C(=O)OC